tert-butyl (2R,5S)-4-(6-fluoro-7-(6-fluorobenzofuran-7-yl)-1-(P)-(2-isopropyl-4-methylpyridin-3-yl)-2-oxo-1,2-dihydropyrido[2,3-d]pyrimidin-4-yl)-2,5-dimethylpiperazine-1-carboxylate FC1=CC2=C(N(C(N=C2N2C[C@H](N(C[C@@H]2C)C(=O)OC(C)(C)C)C)=O)C=2C(=NC=CC2C)C(C)C)N=C1C1=C(C=CC=2C=COC21)F